4,4,5,5-tetramethyl-2-(8-(triphenylen-2-yl-d11)dibenzo[b,d]furan-3-yl-1,2,4,6,7,9-d6)-1,3,2-dioxaborolane CC1(OB(OC1(C)C)C1=C(C(=C2C(OC=3C2=C(C(=C(C3[2H])[2H])C3=C(C2=C4C(=C(C(=C(C4=C4C(=C(C(=C(C4=C2C(=C3[2H])[2H])[2H])[2H])[2H])[2H])[2H])[2H])[2H])[2H])[2H])[2H])=C1[2H])[2H])[2H])C